2-Dimethylaminoethanolate CN(CC[O-])C